C(C)(SCC1=NC2=CC=CC(=C2C(N1)=O)C)=O S-((5-methyl-4-oxo-3,4-dihydroquinazolin-2-yl)methyl) ethanethioate